(4-bromo-1-ethoxy-2-fluorobutoxy)triethylsilane BrCCC(C(O[Si](CC)(CC)CC)OCC)F